ClC=1C(=NC(=NC1)NC1=C(C=C2CCN(CC2=C1)C)OC)N1C=C(C2=CC=CC=C12)S(=O)(=O)C N-(5-chloro-4-(3-(methylsulfonyl)indol-1-yl)pyrimidin-2-yl)-6-methoxy-2-methyl-1,2,3,4-tetrahydroisoquinolin-7-amine